C(C)N(CCNC(CCCCCCCCCCCCCCCCC)=O)CC N-(2-(diethylamino)ethyl)stearamide